tert-butyl 3-(3-ethoxy-3-oxopropyl)-4-oxopiperidine-1-carboxylate C(C)OC(CCC1CN(CCC1=O)C(=O)OC(C)(C)C)=O